BrC=1C=CC=2C3(C4=CC=C(C=C4C2C1)Br)C1=CC=CC=C1N(C=1C=CC=CC13)C(COP(O)(O)=O)C (2-(3',6'-dibromo-10H-spiro[acridin-9,9'-fluorene]-10-yl)propyl)phosphoric acid